sodium N-stearoylglutamate C(CCCCCCCCCCCCCCCCC)(=O)N[C@@H](CCC(=O)[O-])C(=O)[O-].[Na+].[Na+]